C(C)N(C(C1=C(C=CC(=C1)F)OC1=C(N=C(N=N1)C)N1CC2(C1)CCNCC2)=O)C(C)C N-ethyl-5-fluoro-N-isopropyl-2-((3-methyl-5-(2,7-diazaspiro[3.5]nonan-2-yl)-1,2,4-triazin-6-yl)oxy)benzamide